O=C1OCCC1C=C(C(=O)O)C.C(C(=C)C)(=O)OC1C(OCC1)=O 2-oxo-tetrahydrofuran-3-yl methacrylate (2-oxotetrahydrofuran-3-YL METHACRYLATE)